(3,3-dimethyl)acryloyl chloride CC(=CC(=O)Cl)C